BrC=1N=C(N(N1)CCO)C1(CCCC1)O 1-[5-bromo-2-(2-hydroxyethyl)-1,2,4-triazol-3-yl]Cyclopentanol